5-{6-[2-(4-Bromo-2,6-difluoro-phenyl)-ethylamino]-pyrimidin-4-yl}-thiophene BrC1=CC(=C(C(=C1)F)CCNC1=CC(=NC=N1)C1=CC=CS1)F